D-glucose azide [N-]=[N+]=[N-].O=C[C@H](O)[C@@H](O)[C@H](O)[C@H](O)CO